C(C)OC([C@H]([C@H](O)C1=C(C=CC=C1Cl)Cl)O)=O (2S,3R)-ethyl-3-(2,6-dichlorophenyl)-2,3-dihydroxypropionate